2-(1-((phenylmethyloxy)methyl)cyclopropyl)acetonitrile C1(=CC=CC=C1)COCC1(CC1)CC#N